O1CC(C=C2C1=CC=C1C2C=CC2=CC=3C(N=C4C=CC=CC34)=C12)=O pyrano[2'',3'':5',6']benz[1',2':6,7]indeno[1,2-b]indol-3(4bH)-one